3-(4-oxo-3,4-dihydro-quinazolin-2-yl)pyrrolidine-1-carboxylic acid tert-butyl ester C(C)(C)(C)OC(=O)N1CC(CC1)C1=NC2=CC=CC=C2C(N1)=O